Cl.CN1N=CC(=C1)C=1C=C(C=C(C1)CNCCCNCCCNCC(C)C)CNCCCNCCCNCC(C)C N1,N1'-((5-(1-methyl-1H-pyrazol-4-yl)-1,3-phenylene)bis(methylene))bis(N3-(3-(isobutylamino)propyl)propane-1,3-diamine), hydrochloride salt